CC1=C(NC(CC(=O)OC)=O)C=CC(=C1)C(F)(F)F methyl 3-[2-methyl-4-(trifluoromethyl)anilino]-3-oxo-propanoate